5-((2,6-diazaspiro[3.3]heptan-2-yl)methyl)-6-methoxypyridin C1N(CC12CNC2)CC=2C=CC=NC2OC